tert-butyl 3-(9-bromo-2-cyanofuro(3,2-g)quinolin-7-yl)azetidine-1-carboxylate BrC=1C2=C(C=C3C=CC(=NC13)C1CN(C1)C(=O)OC(C)(C)C)C=C(O2)C#N